urea compound with hydrogen chloride Cl.NC(=O)N